C(CCC)C(CC(=O)OCCCCCCCCC(CCCCCCCCOC(CC(CCCCCC)CCCC)=O)NCC1CCN(CC1)C)CCCCCC.N1(CCCCC1)C=1NC2=CC=CC=C2C1 Piperidinyl-indole 9-(((1-methylpiperidin-4-yl)methyl)amino)heptadecane-1,17-diyl bis(3-butylnonanoate)